7-bromoheptyl 4,4-bis(((Z)-non-2-en-1-yl)oxy)butanoate C(\C=C/CCCCCC)OC(CCC(=O)OCCCCCCCBr)OC\C=C/CCCCCC